9-dibromopentyl-2,7-dibromofluorene BrC(CCCCC1C2=CC(=CC=C2C=2C=CC(=CC12)Br)Br)Br